O=C1N(C(CC1)=O)OC(CN=[N+]=[N-])=O 2-azidoacetic acid (2,5-dioxopyrrolidin-1-yl) ester